4-(N-(3-chloro-4-methoxyphenyl)-4-hydroxybut-2-ynamido)-N-(2,4-dimethoxybenzyl)tetrahydro-2H-pyran-4-carboxamide ClC=1C=C(C=CC1OC)N(C(C#CCO)=O)C1(CCOCC1)C(=O)NCC1=C(C=C(C=C1)OC)OC